CN(C(CO)(CCCCCCCCC=CCC=CCCCCC)CCCCCCCC\C=C/C\C=C/CCCCC)C 2-(Dimethylamino)-2-((9Z,12Z)-octadeca-9,12-dien-1-yl)icosa-11,14-dien-1-ol